ethyl-1-((2S,4R)-4-((4-aminophenyl)amino)-2-methyl-3,4-dihydroquinolin-1(2H)-yl)propan-1-one C(C)C(C(=O)N1[C@H](C[C@H](C2=CC=CC=C12)NC1=CC=C(C=C1)N)C)C